4-(1-pyrenyl)-1-butanethiol C1(=CC=C2C=CC3=CC=CC4=CC=C1C2=C34)CCCCS